FC(C=1N=CSC1C(=O)C=1C=C(NC1)C(=O)OCC)(F)F 2-ethyl 4-(4-(trifluoromethyl)thiazole-5-carbonyl)-1H-pyrrole-2-carboxylate